6-(cyclobutoxy)-N-(1,1-dimethylsilinan-4-yl)-1H-pyrrolo[2,3-b]pyridine-2-carboxamide C1(CCC1)OC1=CC=C2C(=N1)NC(=C2)C(=O)NC2CC[Si](CC2)(C)C